C(C)(C)(C)C1=C(O)C=CC(=C1)O tert-Butylhydroquinone